N[C@]1(CN(C[C@@H]1CCCB(O)O)CC1NCC2=CC(=CC=C2C1)C(F)(F)F)C(=O)O (3R,4S)-3-amino-4-(3-boronopropyl)-1-((7-(trifluoromethyl)-1,2,3,4-tetrahydroisoquinolin-3-yl)methyl)pyrrolidine-3-carboxylic acid